C1NCC2=CC=CC=C12 (-)-(5'S)-isoindoline